[Co].CC(C#C)(C)C (3,3-dimethyl-1-butyne) cobalt